CN(C)CC1=C2C3(C=NC(C2=CC(=C1)CN1C(=NC=C1)C)=O)CCC3 5'-((dimethylamino)methyl)-7'-((2-methyl-1H-imidazol-1-yl)methyl)-1'-oxo-1'H-spiro[cyclobutan-1,4'-isoquinoline]